(S)-2-((S)-3-(5-(aminomethyl)-6-oxo-1,6-dihydropyridin-3-yl)-4,4-difluoropiperidin-1-yl)-N-(5-(4-fluorophenoxy)pyridin-2-yl)propanamide NCC1=CC(=CNC1=O)[C@H]1CN(CCC1(F)F)[C@H](C(=O)NC1=NC=C(C=C1)OC1=CC=C(C=C1)F)C